C(C)(=O)OCN1C(N(C(C(=C1)Br)=O)CC)=O (5-bromo-3-ethyl-2,4-dioxo-3,4-dihydro-2H-pyrimidin-1-yl)-methyl acetate